N-ethyl-N-[2-(4-methoxyphenoxy)ethyl]-6-methyl-4-[(1-methylcyclopropyl)amino]furo[2,3-d]pyrimidine-5-carboxamide C(C)N(C(=O)C1=C(OC=2N=CN=C(C21)NC2(CC2)C)C)CCOC2=CC=C(C=C2)OC